tri(butyl-phenyl) phosphite P(OC1=C(C=CC=C1)CCCC)(OC1=C(C=CC=C1)CCCC)OC1=C(C=CC=C1)CCCC